(R)-N-((1-(2,4-difluorobenzyl)spiro[2.2]pentan-1-yl)methyl)-1-methyl-5-oxo-4,5-dihydro-1H-1,2,4-triazole-3-carboxamide FC1=C(C[C@@]2(CC23CC3)CNC(=O)C3=NN(C(N3)=O)C)C=CC(=C1)F